N-(4-(((2-((tetrahydro-2H-pyran-4-yl)amino)-8-(thiazol-5-yl)pyrazolo[1,5-a][1,3,5]triazin-4-yl)amino)methyl)phenyl)propanamide O1CCC(CC1)NC1=NC=2N(C(=N1)NCC1=CC=C(C=C1)NC(CC)=O)N=CC2C2=CN=CS2